Cl.Cl.NC1=C(C=CC(=C1N)S)S 2,3-diamino-1,4-benzenedithiol dihydrochloride